2,6-dimethoxy-N-(1-methylpyrazol-3-yl)-4-[5-(1-methylpyrazol-4-yl)benzimidazol-1-yl]benzamide COC1=C(C(=O)NC2=NN(C=C2)C)C(=CC(=C1)N1C=NC2=C1C=CC(=C2)C=2C=NN(C2)C)OC